2-methyloxazole-5-carboxylic acid CC=1OC(=CN1)C(=O)O